OC1=C(C(=CC(=C1C(=O)N(CCO)CCO)CCCCC)O)C1=CC(=CC=C1)C 2,6-dihydroxy-N,N-bis(2-hydroxyethyl)-3'-methyl-4-pentyl-[1,1'-biphenyl]-3-carboxamide